C(C(=C)C)(=O)OC(C)CCCCCCCCCC β-dodecyl methacrylate